C(C)(C)(C)N(C([O-])=O)[C@H](C(CN(C(C=C)=O)C[C@H]1C(NCC1)=O)O)CC(C)C.[Ni](F)F.[Li+] lithium-nickel fluoride tert-butyl-((3S)-2-hydroxy-5-methyl-1-(N-(((S)-2-oxopyrrolidin-3-yl)methyl)acrylamido)hexan-3-yl)carbamate